N-benzyl-N-vinyl-(4-chlorophenyl)formamide C(C1=CC=CC=C1)N(C(=O)C1=CC=C(C=C1)Cl)C=C